methyl 6-chloro-4-(trifluoromethyl)nicotinate ClC1=NC=C(C(=O)OC)C(=C1)C(F)(F)F